CC=1N=CSC1C(=O)[O-] 4-methyl-1,3-thiazole-5-carboxylate